(7-(5-((2'-ethyl-5-fluoro-[1,1'-biphenyl]-2-yl)amino)pyrimidin-4-yl)-2,7-diazaspiro[3.5]non-2-yl)-2-methylpropan-2-ol C(C)C1=C(C=CC=C1)C1=C(C=CC(=C1)F)NC=1C(=NC=NC1)N1CCC2(CN(C2)CC(C)(O)C)CC1